FC1=CC(=C(OC2=C(C(=O)NC3=CC(=NC=C3)OC)C=CC(=C2)C(F)(F)F)C=C1)OCCNS(=O)(=O)C 2-(4-fluoro-2-(2-(methylsulfonamido)ethoxy)phenoxy)-N-(2-methoxypyridin-4-yl)-4-(trifluoromethyl)benzamide